NC1=C(C=NN1CC1CC1)C#N 5-amino-1-(cyclopropylmethyl)-1H-pyrazole-4-carbonitrile